FC1(CCC(CC1)[C@H](NC(=O)C1=CC=NN1CC(F)(F)F)C1=NC2=C(N1)C=C(C=C2)[C@@H](C)NC(C[C@@H](C(F)(F)F)C)=O)F |o1:35| N-((S)-(4,4-Difluorocyclohexyl)(6-((R)-1-((S*)-4,4,4-trifluoro-3-methylbutanamido)ethyl)-1H-benzo[d]imidazol-2-yl)methyl)-1-(2,2,2-trifluoroethyl)-1H-pyrazole-5-carboxamide